BrC=1C(=C2C=3C(=NC(=NC3C1F)OC[C@]13CCCN3C[C@@H](C1)F)N(C(CO2)C2=CN=CO2)CC(F)F)Cl 9-Bromo-8-chloro-4-(2,2-difluoroethyl)-10-fluoro-2-(((2R,7aS)-2-fluorotetrahydro-1H-pyrrolizin-7a(5H)-yl)methoxy)-5-(oxazol-5-yl)-5,6-dihydro-4H-[1,4]oxazepino[5,6,7-de]quinazoline